7-hexyl-5-[(1H-indol-4-yl)methyl]-5H,6H,7H,8H,1H-cyclohepta[b]indole-4-carboxylic acid C(CCCCC)C1CC=CC2=C(N(C=3C(=CCCC23)C(=O)O)CC2=C3C=CNC3=CC=C2)C1